4-(2,7-dichloro-8-fluoropyrido[4,3-d]pyrimidin-4-yl)-6-methyl-1,4-oxazepan-6-ol ClC=1N=C(C2=C(N1)C(=C(N=C2)Cl)F)N2CCOCC(C2)(O)C